Dicyclohexyl p-phenylenediamine 2-(2-(3-(2-((5-methyl-4-(1-(2-methylbenzoyl)indolin-5-yl)thiazol-2-yl)amino)-2-oxoethyl)phenoxy)ethoxy)ethyl 4-methylbenzenesulfonate CC1=CC=C(C=C1)S(=O)(=O)OCCOCCOC1=CC(=CC=C1)CC(=O)NC=1SC(=C(N1)C=1C=C2CCN(C2=CC1)C(C1=C(C=CC=C1)C)=O)C.C1(CCCCC1)NC1=CC=C(C=C1)NC1CCCCC1